(9Z,12Z)-(12Z,15Z)-3-((3-(dimethylamino)propanoyl)oxy)henicosa-12,15-dien-1-yloctadeca-9,12-dienoate CN(CCC(=O)OC(CCOC(CCCCCCC\C=C/C\C=C/CCCCC)=O)CCCCCCCC\C=C/C\C=C/CCCCC)C